(E)-2,4-dimethoxy-6-[2-(1-methyl-1H-pyrrol-2-yl)ethenyl]benzoic acid methyl ester COC(C1=C(C=C(C=C1\C=C\C=1N(C=CC1)C)OC)OC)=O